1-(2-chloro-5-iodopyridin-4-yl)piperidin-3-ol ClC1=NC=C(C(=C1)N1CC(CCC1)O)I